tert-butyl 2-[4-[(5-cyclopropyl-1H-pyrazol-3-yl) amino] pyrimidin-2-yl]-2,7-diazaspiro[3.4]octane-7-carboxylate C1(CC1)C1=CC(=NN1)NC1=NC(=NC=C1)N1CC2(C1)CCN(C2)C(=O)OC(C)(C)C